C(C1=CC=CC=C1)OC(=O)NC(C)(C)C=1C=C(C=C(C1)C1=CC=C(C=C1)F)OC1[C@@H]2CN(C[C@H]12)C(=O)OC(C)(C)C tert-butyl (1R,5S,6s)-6-((5-(2-(((benzyloxy)carbonyl)amino)propan-2-yl)-4'-fluoro-[1,1'-biphenyl]-3-yl)oxy)-3-azabicyclo[3.1.0]hexane-3-carboxylate